4-(1,1-Dimethylethoxy)-6-methoxy-2-(4-pyridyl)-5-trifluoromethylpyrimidine CC(C)(OC1=NC(=NC(=C1C(F)(F)F)OC)C1=CC=NC=C1)C